CC1OC(CN(C1)C1=CC=C(C=C1)NC1=CC=C2C(C(N(C2=C1)C)=O)(C)C)C 6-((4-(2,6-dimethylmorpholino)phenyl)amino)-1,3,3-trimethylindolin-2-one